6-(3-hydroxy-2-methylphenyl)-2-(pyrimidin-2-yl)-5,6,7,8-tetrahydro-phthalazin-1(2H)-one OC=1C(=C(C=CC1)C1CC=2C=NN(C(C2CC1)=O)C1=NC=CC=N1)C